BrC1=NN(C(=N1)C=1N=C2N(C=CC(=N2)C(=O)OC)C1C=1N=CN(C1)S(N(C)C)(=O)=O)CC1=CC=C(C=C1)OC methyl 2-(3-bromo-1-(4-methoxybenzyl)-1H-1,2,4-triazol-5-yl)-3-(1-(N,N-dimethylsulfamoyl)-1H-imidazol-4-yl)imidazo[1,2-a]pyrimidine-7-carboxylate